2-(azidomethyl)-6-cyclopropyl-8-((2,2-diethoxyethoxy)methyl)imidazo[1,2-a]pyridine N(=[N+]=[N-])CC=1N=C2N(C=C(C=C2COCC(OCC)OCC)C2CC2)C1